CC=1C=C(C=C(C1)C)S(=O)(=O)N1CC(C1)C(=O)O 1-(3,5-dimethylbenzenesulfonyl)azetidine-3-carboxylic acid